BrCC(=O)N1CCCCC1 2-bromo-1-(1-piperidinyl)ethanone